FC(C[C@@H](C(=O)OC)NC(=O)C=1NC2=C(C=CC(=C2C1)OC)F)(F)F Methyl (S)-4,4,4-trifluoro-2-(7-fluoro-4-methoxy-1H-indole-2-carboxamido)butanoate